CCCCCCCC#CC(=O)O decynoic acid